BrC1=C(NC2=C(C=C1)C=CC=C2)[N+](=O)[O-] R-BromoNitroBenzazepine